6-chloro-N-(6-methoxy-2,1,3-benzooxadiazol-5-yl)-1H-indole-3-sulphonamide ClC1=CC=C2C(=CNC2=C1)S(=O)(=O)NC1=CC=2C(=NON2)C=C1OC